1-(2-allyl-4-fluorophenyl)-3-(2-allyl-6-methoxy-pyridin-3-yl)-7-(trifluoromethyl)2,3-dihydroquinazolin-4(1H)-one C(C=C)C1=C(C=CC(=C1)F)N1CN(C(C2=CC=C(C=C12)C(F)(F)F)=O)C=1C(=NC(=CC1)OC)CC=C